4-(1H-indol-1-yl)-N-(4-(4-methylpiperazin-1-yl)phenyl)-7H-pyrrolo[2,3-d]pyrimidin-2-amine N1(C=CC2=CC=CC=C12)C=1C2=C(N=C(N1)NC1=CC=C(C=C1)N1CCN(CC1)C)NC=C2